Tert-butyl (3R,4S)-3-(fluoromethyl)-4-hydroxy-pyrrolidine-1-carboxylate FC[C@@H]1CN(C[C@H]1O)C(=O)OC(C)(C)C